Methyl (S)-2-(4-((1-(7-amino-2-(furan-2-yl)-[1,2,4]triazolo[1,5-a][1,3,5]triazin-5-yl)piperidin-3-yl)methyl)piperazin-1-yl)oxazole-5-carboxylate NC1=NC(=NC=2N1N=C(N2)C=2OC=CC2)N2C[C@@H](CCC2)CN2CCN(CC2)C=2OC(=CN2)C(=O)OC